C1=C(C=CC=2C3=CC=CC=C3C3=CC=CC=C3C12)N1C2=CC=CC=C2C2=C1C=CC=1N(C=3C=CC=CC3C21)C2=CC=C(C=C2)C2=CC=C(C=C2)C2=CC=CC=C2 5-(triphenylen-2-yl)-8-(4'-phenyl-1,1'-biphenyl-4-yl)-5H,8H-indolo[2,3-c]carbazole